[O-2].[O-2].[O-2].[Ga+3].[Ga+3].[Ga+3] trigallium trioxide